5,6-dihydroxyindoline OC=1C=C2CCNC2=CC1O